1-methyl-2-ethylpiperidinium cyanide [C-]#N.C[NH+]1C(CCCC1)CC